butyl (1-hydroxypropan-2-yl)carbamate OCC(C)NC(OCCCC)=O